methylenebissodium naphthalenesulfonate C1(=CC=CC2=CC=CC=C12)S(=O)(=O)O.C([Na])[Na]